monochlorodi-n-hexyl-aluminum Cl[Al](CCCCCC)CCCCCC